2,2'-(2-(4-chlorophenyl)propane-1,3-diyl)bis(1H-benzimidazole) ClC1=CC=C(C=C1)C(CC1=NC2=C(N1)C=CC=C2)CC2=NC1=C(N2)C=CC=C1